2-(1,7-dimethyl-1H-pyrazolo[3,4-c]pyridin-5-yl)-7-(1,2,3,6-tetrahydropyridin-4-yl)-4H-pyrido[1,2-a]pyrimidin-4-one CN1N=CC=2C1=C(N=C(C2)C=2N=C1N(C(C2)=O)C=C(C=C1)C=1CCNCC1)C